C(CCCCCCCCCC=CCCCCCCCC)(=O)OCCCCCCCCCC(CC)C 10-methyllauryl eicos-11-enoate